[O-]S(=O)(=O)C(F)(F)F.C1(=CC=CC2=CC=CC=C12)CC(=O)C[S+]1CCCC1 1-(naphthylacetyl-methyl)tetrahydrothiophenium triflate